OC=1C=CC2=C(SC(=C2C(=O)C2=CC=C(C=C2)OC2CCN(CC2)CCCO)C2=CC=C(C=C2)O)C1 (6-hydroxy-2-(4-hydroxyphenyl)benzo[b]thiophen-3-yl)(4-((1-(3-hydroxypropyl)piperidin-4-yl)oxy)phenyl)methanone